C(C)(C)NC(N(CC(NC=1C=C2CC3(C(NC4=NC=CC=C43)=O)CC2=CC1)=O)CC1=C(CN(C(OC(C)(C)C)=O)C)C=CC=C1)=O tert-Butyl (2-((3-isopropyl-1-(2-oxo-2-((2'-oxo-1,1',2',3-tetrahydrospiro[indene-2,3'-pyrrolo[2,3-b]pyridin]-5-yl)amino)ethyl)ureido)methyl)benzyl)(methyl)carbamate